N-(6-(1-methyl-1H-pyrazol-4-yl)isoquinolin-3-yl)-1-(oxetan-3-yl)piperidine-4-carboxamide CN1N=CC(=C1)C=1C=C2C=C(N=CC2=CC1)NC(=O)C1CCN(CC1)C1COC1